COC1=C(C=C2C(=N1)N=CS2)C2=CN(C1=NC(=CC=C12)N)COCC[Si](C)(C)C 3-[5-methoxy-[1,3]thiazolo[4,5-b]pyridin-6-yl]-1-[[2-(trimethylsilyl)ethoxy]methyl]pyrrolo[2,3-b]pyridin-6-amine